3-fluoro-4-{1-[(4-methoxyphenyl)methyl]-4-(trifluoromethyl)-1H-1,2,3-triazol-5-yl}pyridine FC=1C=NC=CC1C1=C(N=NN1CC1=CC=C(C=C1)OC)C(F)(F)F